(S)-1-(5-bromopyrimidin-2-yl)pyrrolidin-3-ol tert-butyl-5-(3-fluoro-4-nitrophenyl)hexahydropyrrolo[3,4-c]pyrrole-2(1H)-carboxylate C(C)(C)(C)C1N(CC2C1CN(C2)C2=CC(=C(C=C2)[N+](=O)[O-])F)C(=O)O[C@@H]2CN(CC2)C2=NC=C(C=N2)Br